ClC1=NC2=C(C=CC=C2C=C1CN1N=NC(=C1C)C(C)=O)CC 2-chloro-8-ethyl-3-((4-acetyl-5-methyl-1H-1,2,3-triazol-1-yl)methyl)quinoline